8-chloro-2-[2-[3-[(3R,4S)-3,4-dihydroxypyrrolidin-1-yl]propoxy]-4-(trifluoromethyl)phenyl]chromen-4-one tert-Butyl-2-hydroxyethyl-(2E)-but-2-enedioate C(C)(C)(C)\C(=C(/C(=O)O)\CCO)\C(=O)O.ClC=1C=CC=C2C(C=C(OC12)C1=C(C=C(C=C1)C(F)(F)F)OCCCN1C[C@H]([C@H](C1)O)O)=O